FC(OC1=CC=C(C=C1)C1=NC=CC=N1)(F)F (4-(trifluoromethoxy)phenyl)pyrimidine